FC(N1C=NC2=C1C=CC(=C2)C2=NNC1=NC(=CN=C12)N1C[C@@H]2[C@]([C@@H]2CC1)(C1=C(C=CC=C1)F)CN)F ((1S,6R,7R)-3-(3-(1-(difluoromethyl)-1H-benzo[d]imidazol-5-yl)-1H-pyrazolo[3,4-b]pyrazin-6-yl)-7-(2-fluorophenyl)-3-azabicyclo[4.1.0]heptan-7-yl)methanamine